3,5-bis(bromomethyl)-3'-chloro-5'-methyl-1,1'-biphenyl BrCC=1C=C(C=C(C1)CBr)C1=CC(=CC(=C1)C)Cl